C(C)[C@]1(C(OCC=2C(N3CC=4C(=NC=5C=C(C(=C6C5C4[C@@](CC6)(C)N(C(C)=O)CCO)C)F)C3=CC21)=O)=O)O N-((1S,9S)-9-Ethyl-5-fluoro-9-hydroxy-1,4-dimethyl-10,13-dioxo-1,2,3,9,10,12,13,15-octahydrobenzo[de]pyrano[3',4':6,7]indolizino[1,2-b]quinolin-1-yl)-N-(2-hydroxyethyl)acetamide